(βR)-β-cyclopentyl-4-(4,4,5,5-tetramethyl-1,3,2-dioxaborolan-2-yl)-1H-pyrazole-1-propionitrile C1(CCCC1)[C@@H](CC#N)N1N=CC(=C1)B1OC(C(O1)(C)C)(C)C